C1=CC=CC2=C3C(=C4N=C5C=CC=CC5=CC4=C21)CCC=C3 8H-dibenzoacridine